C(CCC)C1=CC=C(C=C1)N=C=O 1-butyl-4-isocyanato-benzene